1-(3-(3-(1H-imidazol-1-yl)quinoxaline-6-carbonyl)-5-fluorophenyl)-3-(4-chloro-3-(trifluoromethyl)phenyl)urea N1(C=NC=C1)C=1C=NC2=CC=C(C=C2N1)C(=O)C=1C=C(C=C(C1)F)NC(=O)NC1=CC(=C(C=C1)Cl)C(F)(F)F